OC1=C(C=CC=C1)C1=CC2=C(N=N1)NC=C2C2CCN(CC2)C2=NC=C(C=N2)C2CCN(CC2)C2=NOC(=C2)C(C(=O)O)C(C)C 2-(3-(4-(2-(4-(3-(2-hydroxyphenyl)-7H-pyrrolo[2,3-c]pyridazin-5-yl)piperidin-1-yl)pyrimidin-5-yl)piperidin-1-yl)isoxazol-5-yl)-3-methylbutanoic acid